O.C(N)(O)=O carbamate hydrate